(6Z,9Z,12Z)-octadec-6,9,12-trienoic acid C(CCCC\C=C/C\C=C/C\C=C/CCCCC)(=O)O